FC1=C(C=CC(=C1)F)CNC(=O)C=1C(C(=C2N(C[C@@H]3N(C2=O)[C@H](CO3)C)C1)O)=O (3S,11AR)-N-[(2,4-difluorophenyl)methyl]-2,3,5,7,11,11A-hexahydro-6-hydroxy-3-methyl-5,7-dioxooxazolo[3,2-A]pyrido[1,2-D]pyrazine-8-carboxamide